N1=C(C=CC=C1)N1N=CC(=C1)C1=NNC2=NC=C(C=C21)C=2C=CC1=C(CC[C@H](CC1)N1C3COCC1C3)C2 6-[(7S)-2-{3-[1-(Pyridin-2-yl)-1H-pyrazol-4-yl]-1H-pyrazolo[3,4-b]pyridin-5-yl}-6,7,8,9-tetrahydro-5H-benzo[7]annulen-7-yl]-3-oxa-6-azabicyclo[3.1.1]heptane